CSC[C@H]([C@H]([C@H](C=O)O)O)O The molecule is d-ribose with the hydroxy group substituted for a methylthio group at position C-5. It has a role as a metabolite. It derives from a D-ribose.